ClC1=CC=C(C=C1)[C@H](C(=O)N1CCN(CC1)C=1C2=C(N=CN1)[C@@H](C[C@H]2C)O)CCN2CC(C2)O (R)-2-(4-chlorophenyl)-1-(4-((5R,7R)-7-hydroxy-5-methyl-6,7-dihydro-5H-cyclopenta[d]pyrimidin-4-yl)piperazin-1-yl)-4-(3-hydroxyazetidin-1-yl)butan-1-one